1-benzyl-N-[(2,5-dichlorophenyl)methyl]-5-oxopyrrolidine-3-carboxamide C(C1=CC=CC=C1)N1CC(CC1=O)C(=O)NCC1=C(C=CC(=C1)Cl)Cl